C1(=CC=CC=C1)C1=CC=2C=CC=CC2C=2N=C3N(C=CC=C3)C21 6-phenylnaphtho[1',2':4,5]imidazo[1,2-a]pyridine